C(C)OC(=O)C1=C(N(C=C1)C=1C=CC=2C(N(C(C3=CC=CC1C23)=O)CC2=CC=C(C=C2)OC)=O)C(F)(F)F 1-(2-(4-Methoxybenzyl)-1,3-dioxo-2,3-dihydro-1H-benzo[de]isoquinolin-6-yl)-2-(trifluoromethyl)-1H-pyrrole-3-carboxylic acid ethyl ester